OC=1C=C(C(C(=O)O)=CC1O)O 4,5-dihydroxysalicylic acid